CNC=1C(C2=C(N=C(N=C2)N2CC3CN(CC3C2)C)N2C1SC1=C2C=CC=C1)=O 6-(methylamino)-2-(5-methylhexahydropyrrolo[3,4-c]pyrrol-2(1H)-yl)-5H-benzo[4',5']thiazolo[3',2':1,6]pyrido[2,3-d]pyrimidin-5-one